(S)-2,2,2-Trifluoro-N,N-dimethyl-1-(5-(pyridin-4-ylmethyl)-1H-imidazol-2-yl)ethan-1-amine FC([C@@H](N(C)C)C=1NC(=CN1)CC1=CC=NC=C1)(F)F